4-[2-(4-cyanophenyl)morpholin-4-yl]-6-(2,4-dioxo-1H-pyrimidin-5-yl)pyridazine-3-carbonitrile C(#N)C1=CC=C(C=C1)C1CN(CCO1)C1=C(N=NC(=C1)C=1C(NC(NC1)=O)=O)C#N